(2S,3R)-N-[(1S)-1-cyano-2-[(3S)-2-oxopyrrolidin-3-yl]ethyl]-1-[(2S)-3,3-dimethyl-2-[(2,2,2-trifluoroacetyl)amino]butanoyl]-3-ethyl-pyrrolidine-2-carboxamide C(#N)[C@H](C[C@H]1C(NCC1)=O)NC(=O)[C@H]1N(CC[C@H]1CC)C([C@H](C(C)(C)C)NC(C(F)(F)F)=O)=O